NC1=C(C(=O)O)C=C(C=C1C)Cl amino-5-chloro-3-methylbenzoic acid